[Cl-].C(C1=CC=CC=C1)(C1=CC=CC=C1)C1=C(C(=CC(=C1)C)C(C1=CC=CC=C1)C1=CC=CC=C1)[N+]1=CN2C(C=CC=C2N2CCOCC2)=C1 2-(2,6-dibenzhydryl-4-methylphenyl)-5-morpholinoimidazo[1,5-a]pyridin-2-ium chloride